3-ethyl-9'-methoxy-1,3-dimethylspiro(indoline-2,3'-(3H)naphth(2,1-b)(1,4)-oxazine) C(C)C1(C2=CC=CC=C2N(C12C=NC1=C(O2)C=CC2=CC=C(C=C21)OC)C)C